N-((1R)-3-cyano-3-azabicyclo[3.2.0]heptan-1-yl)-5-(4-((4-fluorophenyl)thio)pyridin-3-yl)-1H-pyrazole-3-carboxamide C(#N)N1C[C@]2(CCC2C1)NC(=O)C1=NNC(=C1)C=1C=NC=CC1SC1=CC=C(C=C1)F